C(C)OC(=O)C1=C(C(=NN1C)C(C)Br)Br 4-bromo-3-(1-bromoethyl)-1-methyl-1H-pyrazole-5-carboxylic acid ethyl ester